3-(3-(tert-Butoxycarbonyl)-4-methoxyphenyl)-4,5-dihydroisoxazole-5-carboxylic acid methyl ester COC(=O)C1CC(=NO1)C1=CC(=C(C=C1)OC)C(=O)OC(C)(C)C